C(C1=CC=CC=C1)CO benzyl-carbinol